BrC1=CC=2N\3C[C@@H](OCCCC=4N(N=CC4C=4N=C(C=C(C(/N=C3\NC2C=C1)=O)C4)C)C)C (11S,21E)-16-bromo-5,11,26-trimethyl-10-oxa-4,5,13,20,22,27-hexazapentacyclo[22.3.1.02,6.013,21.014,19]octacosa-1(28),2(6),3,14(19),15,17,21,24,26-nonaen-23-one